CN1C=NC(=C1)CN (1-methyl-1H-imidazole-4-yl)methylamine